C(CCCCC\C=C/CCCCCC)(=O)O (Z)-7-tetradecenoic acid